The molecule is an iminium ion obtained by selective protonation at position 4 on the diazepin ring of dehydrocoformycin. It is thought to be the major species at pH 7.3. It is a conjugate base of a dehydrocoformycin. C1C(=O)C2=C(NC=N1)[N+](=CN2)[C@H]3[C@@H]([C@@H]([C@H](O3)CO)O)O